2,4-Dimethoxy-[1,1'-biphenyl]-3-sulfonyl Chloride COC1=C(C=CC(=C1S(=O)(=O)Cl)OC)C1=CC=CC=C1